2-(acryloyloxy)ethyl 4-((3-(2-(acryloyloxy)ethoxy)-3-oxopropyl)thio)-4-oxobutanoate C(C=C)(=O)OCCOC(CCSC(CCC(=O)OCCOC(C=C)=O)=O)=O